O1CCC(CC1)=CCC=O 3-(tetrahydro-4H-pyran-4-ylidene)propanal